N=1N(N=C2C1C=CC=C2)C2=C(C(=CC(=C2)CCCCCCCCCCC)CCCCCCCCCC)C=2C(=C(C(=CC2CCCCCCCCCC)CCCCCCCCCC)O)N2N=C1C(=N2)C=CC=C1 2-(2H-benzotriazol-2-yl)-6-decyl-4-undecyl-phenyl-2-(2H-benzotriazol-2-yl)-6-decyl-4-decylphenol